CC1(CN(CCN1)C=1C=CC=2N(C(C=C(N2)C2=CC=C(C=C2)OC)=O)C1)C 7-(3,3-Dimethylpiperazin-1-yl)-2-(4-methoxyphenyl)-4H-pyrido[1,2-a]pyrimidin-4-one